C(C)(C)(C)OC(=O)N1[C@]2(CN([C@@H]([C@@H]1CC2)C=C)C(C2=CC=CC=C2)(C2=CC=CC=C2)C2=CC=CC=C2)F.BrC2=CC(=C1CN(C(C1=C2)=O)CC2=CC=C(C=C2)OC)C(F)(F)F 6-bromo-2-(4-methoxybenzyl)-4-(trifluoromethyl)isoindolin-1-one tert-butyl-(1S,4R,5S)-1-fluoro-3-trityl-4-vinyl-3,8-diazabicyclo[3.2.1]octane-8-carboxylate